tert-butyl-2,4-dihydroxy-benzoic acid C(C)(C)(C)C=1C(=C(C(=O)O)C=CC1O)O